4-SEC-BUTYLPHENYL ISOCYANIDE C(C)(CC)C1=CC=C(C=C1)[N+]#[C-]